FC1=CC=C(CN2C(=NC=3N(C(N(C(C23)=O)CCCO)=O)C)OC2=CC=C(C=C2)C(C)C)C=C1 7-(4-fluorobenzyl)-1-(3-hydroxypropyl)-8-(4-isopropylphenoxy)-3-methyl-1H-purine-2,6(3H,7H)-dione